(S)-3-((Benzyloxy)methyl)-1-(1-((5-chloro-2-hydroxypyridin-4-yl)oxy)-8-((1,1,1-trifluoropropan-2-yl)oxy)isoquinolin-6-yl)-4-ethyl-1H-1,2,4-triazol-5(4H)-one C(C1=CC=CC=C1)OCC1=NN(C(N1CC)=O)C=1C=C2C=CN=C(C2=C(C1)O[C@H](C(F)(F)F)C)OC1=CC(=NC=C1Cl)O